1-(5-(4-fluorophenyl)thiophen-2-yl)-1H-benzimidazole FC1=CC=C(C=C1)C1=CC=C(S1)N1C=NC2=C1C=CC=C2